C1=CC=CC=2C3=CC=CC=C3C(C12)COC(=O)NC(C(=O)O)C1(CCCCC1)C 2-((((9H-fluoren-9-yl)methoxy)carbonyl)amino)-2-(1-methylcyclohexyl)acetic acid